carboxyethylbenzeneboronic acid C(=O)(O)CCC1=C(C=CC=C1)B(O)O